3-(2-Chloro-6-methyl-4-pyridyl)-2-(3-cyanophenyl)-N-[(1R)-1-[(4S)-2,2-dimethyl-1,3-dioxolan-4-yl]ethyl]pyrazolo[1,5-a]pyrimidine-5-carboxamide ClC1=NC(=CC(=C1)C=1C(=NN2C1N=C(C=C2)C(=O)N[C@H](C)[C@@H]2OC(OC2)(C)C)C2=CC(=CC=C2)C#N)C